(S)-4-(5,5-difluoro-4-hydroxy-3-(trifluoromethyl)-4,5,6,7-tetrahydro-1H-indol-1-yl)-3-fluorobenzonitrile FC1([C@H](C=2C(=CN(C2CC1)C1=C(C=C(C#N)C=C1)F)C(F)(F)F)O)F